[Sn]=O.[In] Indium tin-oxide